(1r,4r)-4-((3-(4-(2-(2-aminopyridin-3-yl)-6-(pyridin-3-yl)-3H-imidazo[4,5-b]pyridin-3-yl)phenyl)azetidin-1-yl)methyl)cyclohexane-1-carboxylic acid NC1=NC=CC=C1C1=NC=2C(=NC=C(C2)C=2C=NC=CC2)N1C1=CC=C(C=C1)C1CN(C1)CC1CCC(CC1)C(=O)O